ClC1=C(C=C(C=C1)F)C1=CC=C(N=N1)NCC1=C2CCN(CC2=CC=C1)C(=O)OC(C)(C)C tert-Butyl 5-(((6-(2-chloro-5-fluorophenyl)pyridazin-3-yl)amino)methyl)-3,4-dihydroisoquinoline-2(1H)-carboxylate